CP(=O)(C)C1=CC=C(C=C1)C#CC1=C2C=C(N=CC2=C(N=C1)NC)C1(CC1)C(=O)N (5-((4-(dimethylphosphoryl)phenyl)ethynyl)-8-(methylamino)-2,7-naphthyridin-3-yl)cyclopropanecarboxamide